ClC1=C(C=C(C=C1C(F)(F)F)N1C[C@H](OCC1)C)N1C(N(C(=C1)C)CC=1C=NN(C1)CC)=O 1-{2-chloro-5-[(2R)-2-methylmorpholin-4-yl]-3-(trifluoromethyl)phenyl}-3-[(1-ethyl-1H-pyrazol-4-yl)methyl]-4-methyl-1,3-dihydro-2H-imidazol-2-one